7-(6-chloro-4-(6,6-difluoro-1,4-diazepan-1-yl)-8-fluoro-2-(((S)-1-methylpyrrolidin-2-yl)methoxy)quinazolin-7-yl)-1-methyl-1H-benzo[d]-imidazol-2-amine ClC=1C=C2C(=NC(=NC2=C(C1C1=CC=CC2=C1N(C(=N2)N)C)F)OC[C@H]2N(CCC2)C)N2CCNCC(C2)(F)F